methyl 6-(6-acetyl-2-(4-(2,4-difluorophenoxy)piperidin-1-yl)-5,6,7,8-tetrahydropyrido[3,4-b]pyrazin-3-yl)picolinate C(C)(=O)N1CC2=NC(=C(N=C2CC1)N1CCC(CC1)OC1=C(C=C(C=C1)F)F)C1=CC=CC(=N1)C(=O)OC